8-(2-chloro-4-(2-(piperazin-1-yl)ethoxy)phenyl)-6-(1-methylcyclopropoxy)-9-((5-methylpyridin-3-yl)methyl)-9H-purine ClC1=C(C=CC(=C1)OCCN1CCNCC1)C=1N(C2=NC=NC(=C2N1)OC1(CC1)C)CC=1C=NC=C(C1)C